CC(CCOC(C)(CCCC(CC)C)C)CCCC(C)C 2,6-dimethyloctan-2-yl 3,7-dimethyloctan-1-yl ether